C1([C@H](O)[C@H](O)[C@@H](O)[C@@H](O1)C)C(C(=O)[O-])(C(CCCCCCCCCCC)O)C(CC(CCCCCCCCCCC)O)=O L-rhamnopyranosyl-3-hydroxytetradecanoyl-3-hydroxy-tetradecanoate